N-(4-{1-[(2-chlorophenyl)carbonyl]piperidin-4-yl}butyl)-1H-pyrrolo[3,2-c]pyridine-2-carboxamide ClC1=C(C=CC=C1)C(=O)N1CCC(CC1)CCCCNC(=O)C1=CC=2C=NC=CC2N1